(1R,2S)-2-(3-[[(3R)-3-(hydroxymethyl)-2H,3H-furo[2,3-c]pyridin-7-yl]amino]-1H-indazol-6-yl)-5'-methoxy-1'H-spiro[cyclopropane-1,3'-indol]-2'-one OC[C@@H]1COC2=C(N=CC=C21)NC2=NNC1=CC(=CC=C21)[C@@H]2C[C@@]21C(NC2=CC=C(C=C12)OC)=O